4-chloro-N-(4-(4-methylpiperazin-1-yl)-3-nitrophenyl)-2-oxo-1,2-dihydropyridine-3-carboxamide ClC1=C(C(NC=C1)=O)C(=O)NC1=CC(=C(C=C1)N1CCN(CC1)C)[N+](=O)[O-]